C(\C=C/CCCCCCC)(=O)O (Z)-decenoic acid